C1(CCCC1)NC=1C2=C(N=C(N1)N(CCC1CCOCC1)C)CC[S+]2[O-] N4-cyclopentyl-N2-methyl-5-oxido-N2-(2-tetrahydropyran-4-ylethyl)-6,7-dihydro-thieno[3,2-d]pyrimidin-5-ium-2,4-diamine